bis(octylthio)-1,3,5-triazin C(CCCCCCC)SC1=NC(=NC=N1)SCCCCCCCC